COC1=NSC(=N1)NC(=O)N1CC2(C1)CC(C2)N(C=2C1=C(N=CN2)NC=C1)C N-(3-methoxy-1,2,4-thiadiazol-5-yl)-6-(methyl-(7H-pyrrolo[2,3-d]pyrimidin-4-yl)amino)-2-azaspiro[3.3]heptane-2-carboxamide